1-{[1-(4-chloro-3-fluorophenyl)-3-methyl-1H-1,2,4-triazol-5-yl]methyl}-3-{[4-(4-chloro-3-fluorophenyl)-5-oxo-4,5-dihydro-1H-1,2,4-triazol-3-yl]methyl}urea ClC1=C(C=C(C=C1)N1N=C(N=C1CNC(=O)NCC1=NNC(N1C1=CC(=C(C=C1)Cl)F)=O)C)F